tert-butyl (2-(2,6-difluoro-4-formylphenoxy)ethyl)(methyl)carbamate FC1=C(OCCN(C(OC(C)(C)C)=O)C)C(=CC(=C1)C=O)F